FC(OC1=CC(=CC2=C1N(C=N2)C2CC(C2)(C)O)OCCN2CCC1(CC2)C(NC2=CC=C(C=C21)C#N)=O)F 1'-(2-{[7-(difluoromethoxy)-1-[(cis)-3-hydroxy-3-methylcyclobutyl]-1H-1,3-benzodiazol-5-yl]oxy}ethyl)-2-oxo-1,2-dihydrospiro[indole-3,4'-piperidine]-5-carbonitrile